C1(CC1)C=1N=CN2C1C=NC=C2 cyclopropylimidazo[1,5-a]pyrazin